C(C)C1=CC=C(C=C1)C1=CC=C(C=C1)B(O)O 4'-ETHYL-4-BIPHENYLBORONIC ACID